C(C1=CC=CC=C1)N1N=C(C(N(C1=O)C)=O)C1=CC=CC=C1 2-benzyl-4-methyl-6-phenyl-1,2,4-triazine-3,5(2H,4H)-dione